BrC1=CC=CC=2N(C(NC21)=O)[C@H]2CC[C@H](CC2)C(=O)NC2=CC=C(C=C2)C (Cis)-4-(4-bromo-2-oxo-2,3-dihydro-1H-1,3-benzodiazol-1-yl)-N-(4-methylphenyl)cyclohexane-1-carboxamide